O=S1(CCN(CC2=C1C=CC=C2)C2=NC1=CC=C(C=C1C(=C2)NC(CN)C)C)=O N~2~-[2-(1,1-dioxido-2,3-dihydro-1,4-benzothiazepin-4(5H)-yl)-6-methylquinolin-4-yl]propane-1,2-diamine